3H-[1,2,3]triazolo[4,5-b]pyridine N1=NNC2=NC=CC=C21